tert-butyl 4-(7-(2-((tert-butoxycarbonyl)amino)-3-cyano-7-fluorobenzo[b]thiophen-4-yl)-6-chloro-2,8-difluoroquinazolin-4-yl)piperazine-1-carboxylate C(C)(C)(C)OC(=O)NC1=C(C2=C(S1)C(=CC=C2C2=C(C=C1C(=NC(=NC1=C2F)F)N2CCN(CC2)C(=O)OC(C)(C)C)Cl)F)C#N